5-(((2-methylpyridin-4-yl)oxy)methyl)-2-oxabicyclo[3.1.1]heptan CC1=NC=CC(=C1)OCC12CCOC(C1)C2